BrC=1C=C(C(=NC1)N1C(OCC1)=O)C(F)F 3-(5-bromo-3-(difluoromethyl)pyridin-2-yl)oxazolidin-2-one